C1(=CC=CC=C1)C=1C2=CC=CC=C2N=C2C(=CC=CC12)F 9-phenyl-4-fluoroacridine